O1[C@H](COC2=C1C=CC=C2)C2=CC=C(CN1CC3(CCCN3C(C)=O)CC1)C=C2 1-(7-{4-[(2S)-2,3-dihydro-1,4-benzodioxin-2-yl]benzyl}-1,7-diazaspiro[4.4]non-1-yl)ethanone